ClC1=C(C=CC(=C1)C(F)(F)F)NC(CC=1C=2N(C=C(C1CC)N1CCNCC1)N=C(N2)C=2CCOCC2)=O N-[2-chloro-4-(trifluoromethyl)phenyl]-2-[2-(3,6-dihydro-2H-pyran-4-yl)-7-ethyl-6-(piperazin-1-yl)-[1,2,4]triazolo[1,5-a]pyridin-8-yl]acetamide